(R)-4-(4-(1-(3-fluorobenzyl)pyrrolidine-3-carbonyl)-3,4-dihydro-2H-pyrido[4,3-b][1,4]oxazin-8-yl)benzonitrile FC=1C=C(CN2C[C@@H](CC2)C(=O)N2C3=C(OCC2)C(=CN=C3)C3=CC=C(C#N)C=C3)C=CC1